BrC=1C=C2C(=NNC(C2=CC1)=O)SC 6-bromo-4-methylsulfanyl-2H-phthalazin-1-one